Triiododisilane I[Si]([SiH3])(I)I